Cl.ClC1=CC(=C(C=C1)C(C)NN)F (1-(4-chloro-2-fluorophenyl)ethyl)hydrazine hydrochloride